3-chloro-5-(2,6-difluorophenyl)-9-[(3R)-3-fluoropyrrolidin-1-yl]-6H-pyrazolo[1,5-a][1,3,5]benzotriazepine ClC=1C=NN2C1N=C(NC1=C2C=C(C=C1)N1C[C@@H](CC1)F)C1=C(C=CC=C1F)F